CC1(C2=C(CN(CC1)C(=O)OCC1=CC=CC=C1)C=C(C=C2)N2CCN(CC2)CCC)C benzyl 5,5-dimethyl-8-(4-propylpiperazin-1-yl)-1,3,4,5-tetrahydro-2H-benzo[c]azepine-2-carboxylate